tert-Butyl 4-[(1R)-2-cyclopropyl-1-[4-[(1S)-1-[(1-ethyl-2-oxo-4H-pyrimido[4,5-d][1,3]oxazin-7-yl)amino]ethyl]phenyl]ethyl]piperazine-1-carboxylate C1(CC1)C[C@H](C1=CC=C(C=C1)[C@H](C)NC=1N=CC2=C(N(C(OC2)=O)CC)N1)N1CCN(CC1)C(=O)OC(C)(C)C